2-(4-methoxyphenyl)benzofuran-6-carbaldehyde COC1=CC=C(C=C1)C=1OC2=C(C1)C=CC(=C2)C=O